2-(7-fluoro-1,2,3,4-tetrahydronaphthalen-1-ylidene)acetonitrile FC1=CC=C2CCCC(C2=C1)=CC#N